ClC=1C=C(C=2N(N1)C(=CN2)C(=O)NC(C(F)(F)F)C)C 6-chloro-8-methyl-N-(1,1,1-trifluoropropan-2-yl)imidazo[1,2-b]Pyridazine-3-carboxamide